O1C(CCCC1)O[C@@H](C)C=1N(C=CN1)CC1=CC(=NO1)C1=CC=C(C=C1)C#CC1=CC=C(CN2CCOCC2)C=C1 4-(4-((4-(5-((2-((1S)-1-((tetrahydro-2H-pyran-2-yl)oxy)ethyl)-1H-imidazole-1-yl)methyl)isoxazol-3-yl)phenyl)ethynyl)benzyl)morpholine